4-(4-((9-cyclopentyl-8-(phenylamino)-9H-purin-2-yl)amino)phenyl)piperazine C1(CCCC1)N1C2=NC(=NC=C2N=C1NC1=CC=CC=C1)NC1=CC=C(C=C1)N1CCNCC1